C1CSSC1CCCCC(=O)O The molecule is a heterocyclic thia fatty acid comprising pentanoic acid with a 1,2-dithiolan-3-yl group at the 5-position. It has a role as a fundamental metabolite. It is a member of dithiolanes, a heterocyclic fatty acid and a thia fatty acid. It derives from an octanoic acid. It is a conjugate acid of a lipoate.